COC1=CC=C(C=C1)NN1C=CC=C1 N-(4-methoxyphenyl)-1H-pyrrol-1-amine